7-(4-Bromobutoxy)-3-(4-bromophenyl)-4H-chromen-4-one BrCCCCOC1=CC=C2C(C(=COC2=C1)C1=CC=C(C=C1)Br)=O